BrC1=CC(=C(C=2C=COC21)OCC(=O)OC(C)(C)C)C=O tert-butyl 2-((7-bromo-5-formylbenzofuran-4-yl)oxy)acetate